4-(2-((5-methoxy-7-methyl-1H-indol-4-yl)methyl)-2-azaspiro[3.4]octan-1-yl)benzoic acid COC=1C(=C2C=CNC2=C(C1)C)CN1C(C2(C1)CCCC2)C2=CC=C(C(=O)O)C=C2